C1(CCC1)NS(=O)(=O)C1=CC(=CC=C1)C(=O)N1CC2(C3=CC(=CC=C13)NS(=O)(=O)CCO)CCC1(CC2)CC1 N-cyclobutyl-3-(5''-((2-hydroxyethyl)sulfonamido)dispiro[cyclopropane-1,1'-cyclohexane-4',3''-indoline]-1''-carbonyl)benzenesulfonamide